C(C#CC)(=O)N1[C@@H](CCCC1)C1=NC(=C2N1C=CN=C2C(F)(F)F)C2=CC=C(C(=O)NC1=NC=CC(=C1)C(F)(F)F)C=C2 (S)-4-(3-(1-(but-2-ynoyl)piperidin-2-yl)-8-(trifluoromethyl)imidazo[1,5-a]pyrazin-1-yl)-N-(4-(trifluoromethyl)pyridin-2-yl)benzamide